3-methoxy-5-(1-(oxetan-3-yl)-1H-imidazo[4,5-c]pyridin-2-yl)benzene-1,2-diol COC1=C(C(=CC(=C1)C=1N(C2=C(C=NC=C2)N1)C1COC1)O)O